COC=1C(=CC(=C(C1)O)C)N1N=C(C=2C=NC(=CC21)C=2C=NN1C2N=CC=C1)C 5-methoxy-2-methyl-4-(3-methyl-6-(pyrazolo[1,5-a]pyrimidin-3-yl)-1H-pyrazolo[4,3-c]pyridin-1-yl)phenol